(1R,2S)-1-((tert-Butoxycarbonyl)amino)-2-(2-hydroxyethyl)cyclopropanecarboxylic acid methyl ester COC(=O)[C@@]1([C@@H](C1)CCO)NC(=O)OC(C)(C)C